NC(CC(C)(C1CC1)NC(C1=CC(=C(C=C1)C1CC1)OCC(F)(F)F)=O)=O (-)-N-[4-amino-2-cyclopropyl-4-oxobutan-2-yl]-4-cyclopropyl-3-(2,2,2-trifluoroethoxy)benzamide